1-[1-[2-amino-4-(trifluoromethoxy)benzoyl]-4-piperidyl]-6-tetrahydrofuran-3-yl-3H-imidazo[4,5-b]pyridin-2-one NC1=C(C(=O)N2CCC(CC2)N2C(NC3=NC=C(C=C32)C3COCC3)=O)C=CC(=C1)OC(F)(F)F